C(C)(C)(C)OC(=O)NC=1SC2=C(N1)C(=CC=C2)C2=C(C=C1C(=NC(=NC1=C2F)OC[C@H]2N(CCC2)C)N2CCN(CC2)C(=O)OC(C)(C)C)Cl tert-butyl 4-(7-(2-((tert-butoxycarbonyl)amino)benzo[d]thiazol-4-yl)-6-chloro-8-fluoro-2-(((S)-1-methylpyrrolidin-2-yl)methoxy)quinazolin-4-yl)piperazine-1-carboxylate